2-bromomethyl-9-methyl-1,10-phenanthroline BrCC1=NC2=C3N=C(C=CC3=CC=C2C=C1)C